CC1=C(C=CC(=C1)C)S(=O)(=O)C=1N=NN2C1NC(C1=CC=C(C=C21)OCCO)=O 3-(2,4-dimethylphenyl)sulfonyl-8-(2-hydroxyethoxy)-4H-triazolo[1,5-a]quinazolin-5-one